7-(2-hydroxyethoxy)tetrahydronaphthalen-1-one OCCOC1=CCC2CCCC(C2=C1)=O